C(C)C=1C(NC=2C=C(C=NC2C1)CC1=NC(=CC=C1C=1C(CNCC1)(C)C)C(=O)NC)=O ((7-ethyl-6-oxo-5,6-dihydro-1,5-naphthyridin-3-yl)methyl)-N,3',3'-trimethyl-1',2',3',6'-tetrahydro-[3,4'-bipyridine]-6-carboxamide